4-[3-(2,6-Dichloro-4-fluorobenzoyl)-2,4-dihydro-1,3-benzoxazin-8-yl]-5-fluoro-2-(3-oxa-8-azabicyclo[3.2.1]octan-8-yl)benzoic acid ClC1=C(C(=O)N2COC3=C(C2)C=CC=C3C3=CC(=C(C(=O)O)C=C3F)N3C2COCC3CC2)C(=CC(=C1)F)Cl